2-(4-((S)-4-(tert-butoxycarbonyl)-2-methylpiperazin-1-yl)-6-fluoro-7-(2-fluoro-6-(methoxymethoxy)phenyl)-2-oxopyrrolo[2,3-d]Pyrimidine-1(2H)-yl)-3-methylbenzoic acid C(C)(C)(C)OC(=O)N1C[C@@H](N(CC1)C=1C2=C(N(C(N1)=O)C1=C(C(=O)O)C=CC=C1C)N(C(=C2)F)C2=C(C=CC=C2OCOC)F)C